BrCCC(C#N)(C1=CC=CC=C1)C1=CC=CC=C1 4-bromo-2,2-diphenylbutyronitrile